C(CN1C(=NC2=C1C=CC(=C2OC)C(N)=O)C2=CC=CC(=C2C(=O)OC)Br)N2C(=NC1=C2C=CC(=C1OC)C(N)=O)C1=CC=CC(=C1C(=O)OC)Br Dimethyl 6,6'-(ethane-1,2-diylbis(5-carbamoyl-4-methoxy-1H-benzo[d]imidazole-1,2-diyl))bis(2-bromobenzoate)